OC(C)(C)C=1C=CC(=NC1)N[C@@H]1C[C@H](CC1)NC1=CC=C(C=N1)N1C(C=CC=C1)=O 6'-(((1S,3S)-3-((5-(2-hydroxyprop-2-yl)pyridin-2-yl)amino)cyclopentyl)amino)-2H-[1,3'-bipyridinyl]-2-one